ClC(OC1=CC=C(C=C1)NC(C1=CN=C(C(=C1)NC=1C=NC(=NC1)OC)N1C[C@@H](CC1)O)=O)(F)F (R)-N-(4-(chlorodifluoromethoxy)phenyl)-6-(3-hydroxypyrrolidin-1-yl)-5-((2-Methoxypyrimidin-5-yl)amino)nicotinamide